N-[(4S)-7-chloro-6-(2,6-difluorophenyl)-4-methyl-8-(trifluoromethyl)-4H-[1,2,4]triazolo[1,5-a][1,4]benzodiazepine-2-Yl]-3-oxa-6-azabicyclo[3.1.1]heptane-6-carboxamide ClC1=C(C=CC2=C1C(=N[C@H](C=1N2N=C(N1)NC(=O)N1C2COCC1C2)C)C2=C(C=CC=C2F)F)C(F)(F)F